tris-(4-phenoxyphenyl)sulfonium hexafluorophosphate F[P-](F)(F)(F)(F)F.O(C1=CC=CC=C1)C1=CC=C(C=C1)[S+](C1=CC=C(C=C1)OC1=CC=CC=C1)C1=CC=C(C=C1)OC1=CC=CC=C1